Gold(I)-sulfid [Au-]=S